FC=1C(=NC(=NC1)NC1=NC=C(C=C1)N1CCNCC1)C=1C=C2C(=CC(=NC2=C(C1)F)C)C(C)(C)F 5-fluoro-4-(8-fluoro-4-(2-fluoropropan-2-yl)-2-methylquinolin-6-yl)-N-(5-(piperazin-1-yl)pyridin-2-yl)pyrimidin-2-amine